[Cl-].C(=O)(O)CC[NH+]1CCN(CC1)C1=C(C=C(C=C1)C(=O)N1CCC(CC1)C1=CC=C(C=C1)OC=1C=NC(=CC1)C(F)(F)F)NS(=O)(=O)CC1=CC=CC=C1 1-(2-carboxyethyl)-4-(2-((phenylmethyl)sulfonamido)-4-(4-(4-((6-(trifluoromethyl)-pyridin-3-yl)oxy)phenyl)piperidine-1-carbonyl)phenyl)piperazin-1-ium chloride